N[C@H]1CN(CCC1)C(=O)C=1C=CC=2N(C1)N=C(C2C)C=2N(C1=C(C=CC=C1C2)C2CCN(CC2)C(=O)[C@H]2C[C@H](CCC2)O)CC2CC2 ((R)-3-aminopiperidin-1-yl)(2-(1-(cyclopropylmethyl)-7-(1-((1R,3s)-3-hydroxycyclohexane-1-carbonyl)piperidin-4-yl)-1H-indol-2-yl)-3-methylpyrazolo[1,5-a]pyridin-6-yl)methanone